NC=1NC(C=2N=CN(C2N1)[C@H]1C=C[C@H](C1)CO)=O 2-amino-9-((1R,4S)-4-(hydroxymethyl)cyclopent-2-en-1-yl)-1,9-dihydro-6H-purin-6-one